4-(3-{4-[(3S,4R)-3-fluoro-1-methyl-4-piperidylamino]-1-(2,2,2-trifluoroethyl)-2-indolyl}-2-propynylamino)-3-anisamide F[C@H]1CN(CC[C@H]1NC1=C2C=C(N(C2=CC=C1)CC(F)(F)F)C#CCNC1=C(C=C(C(=O)N)C=C1)OC)C